CC1=CN=NN1C=1C=C(C=CC1)N1C=C(C=CC1=O)C(=O)OCC Ethyl 1-(3-(5-methyl-1H-1,2,3-triazol-1-yl)phenyl)-6-oxo-1,6-dihydropyridine-3-carboxylate